1-(9,9-Dibutyl-9H-fluoren-2-yl)-2-methyl-2-morpholin-4-yl-propan-1-on C(CCC)C1(C2=CC=CC=C2C=2C=CC(=CC12)C(C(C)(N1CCOCC1)C)=O)CCCC